N-(3-(6-butyryl-4-methylpyridin-3-yl)-1-cyclopropyl-2-oxo-1,2-dihydro-1,6-naphthyridin-7-yl)cyclopropanecarboxamide C(CCC)(=O)C1=CC(=C(C=N1)C=1C(N(C2=CC(=NC=C2C1)NC(=O)C1CC1)C1CC1)=O)C